3-(2-Bromo-4-(guanidinomethyl)phenoxy)propyl 4-bromobenzenesulfonate, benzoic acid salt C(C1=CC=CC=C1)(=O)O.BrC1=CC=C(C=C1)S(=O)(=O)OCCCOC1=C(C=C(C=C1)CNC(=N)N)Br